BrC1=C(C=C(C(=N1)N1C(C2=CC=CC=C2C1=O)=O)F)F 2-(6-bromo-3,5-difluoropyridin-2-yl)-2,3-dihydro-1H-isoindole-1,3-dione